Methyl 2-((3R)-3-(difluoromethyl)-4-((pyridazin-3-yl)methyl)piperazin-1-yl)-6-fluoro-4-(2-methylpropyl)benzoate FC([C@H]1CN(CCN1CC=1N=NC=CC1)C1=C(C(=O)OC)C(=CC(=C1)CC(C)C)F)F